ClC=1C=C2CCC[C@]3(C2=CC1)CN(C1=C(OC3)C=CC(=C1)C(=O)O)C[C@@H]1[C@@](CC1)(C)[C@@H](C=C)O (S)-6'-CHLORO-5-(((1S,2S)-2-((R)-1-HYDROXYALLYL)-2-METHYLCYCLOBUTYL)METHYL)-3',4,4',5-TETRAHYDRO-2H,2'H-SPIRO[BENZO[B][1,4]OXAZEPINE-3,1'-NAPHTHALENE]-7-CARBOXYLIC ACID